N1=CC=C2N1C1=C(C=N2)C=CC=N1 pyrazolo[1,5-a]pyrido[3,2-e]pyrimidine